2-fluoro-N-(6-(3-fluoro-2-((2-hydroxyethoxy)methyl)phenyl)imidazo[1,2-a]pyridin-2-yl)cyclopropanecarboxamide FC1C(C1)C(=O)NC=1N=C2N(C=C(C=C2)C2=C(C(=CC=C2)F)COCCO)C1